N-[3-[2-(4-fluoroanilino)-1-methyl-2-oxo-ethyl]-1-bicyclo[1.1.1]pentanyl]-2,4-dimethyl-thiazole-5-carboxamide FC1=CC=C(NC(C(C)C23CC(C2)(C3)NC(=O)C3=C(N=C(S3)C)C)=O)C=C1